CC(C)(C1=CC=C(C=C1)OC2=CC=C(C=C2)N)C3=CC=C(C=C3)OC4=CC=C(C=C4)N 4,4'-isopropylidenebis[(4-aminophenoxy)benzene]